Butenelactone C1(C=CCO1)=O